(1H-1,2,3-Triazol-5-yl)(4-(2-(trifluoromethyl)phenyl)piperidin-1-yl)methanone N1N=NC=C1C(=O)N1CCC(CC1)C1=C(C=CC=C1)C(F)(F)F